4-((2S,5R)-4-Acryloyl-2,5-dimethylpiperazin-1-yl)-1-(4,6-diisopropylpyrimidin-5-yl)-6-fluoro-7-(2-fluorophenyl)pyrido[2,3-d]pyrimidin-2(1H)-one C(C=C)(=O)N1C[C@@H](N(C[C@H]1C)C=1C2=C(N(C(N1)=O)C=1C(=NC=NC1C(C)C)C(C)C)N=C(C(=C2)F)C2=C(C=CC=C2)F)C